3-(Difluoromethyl)azetidine-1-carboxylic acid tert-butyl ester C(C)(C)(C)OC(=O)N1CC(C1)C(F)F